(S)-N-(3-(1-((4-fluorophenyl)amino)-1-oxopropan-2-yl)bicyclo[1.1.1]pentan-1-yl)quinoline-7-carboxamide FC1=CC=C(C=C1)NC([C@@H](C)C12CC(C1)(C2)NC(=O)C2=CC=C1C=CC=NC1=C2)=O